2,3-dichloro-N-(2,6-dibromo-3-fluoropyridin-4-yl)benzamide ClC1=C(C(=O)NC2=C(C(=NC(=C2)Br)Br)F)C=CC=C1Cl